C(C)(C)(C)OC(=O)N1CC(CCC1)C1=CN(C2=CN=CC=C21)C2=C(C=C(C=C2)F)C(N(C(C)C)C(C)C)=O 3-(1-(2-(diisopropylcarbamoyl)-4-fluorophenyl)-1H-pyrrolo[2,3-c]pyridin-3-yl)piperidine-1-carboxylic acid tert-butyl ester